2-(4-methylbenzyl)-dimethylamino-1-(4-morpholin-4-yl-phenyl)-butan-1-one CC1=CC=C(CC(C(=O)C2=CC=C(C=C2)N2CCOCC2)(CC)N(C)C)C=C1